N-[3-chloro-4-[[1-[(1,1-dimethylazetidin-1-ium-3-yl)methyl]pyrazol-4-yl]methylcarbamoyl]phenyl]-5-(2,3-difluoro-4-methoxy-phenyl)-1-methyl-imidazole-2-carboxamide ClC=1C=C(C=CC1C(NCC=1C=NN(C1)CC1C[N+](C1)(C)C)=O)NC(=O)C=1N(C(=CN1)C1=C(C(=C(C=C1)OC)F)F)C